CC(C[C@@H]([C@@H](O)C=1C=C2C(=NC1)N(C=C2)C2=CC(=CC=C2)C2=NN=CN2)O)C (1S,2S)-4-methyl-1-[1-[3-(4H-1,2,4-triazol-3-yl)phenyl]pyrrolo[2,3-b]pyridin-5-yl]pentane-1,2-diol